7-formylquinoline-4-carboxylic acid methyl ester COC(=O)C1=CC=NC2=CC(=CC=C12)C=O